N-(9-((2R,3R,4S,5R)-4-(benzyloxy)-5-((benzyloxy)methyl)-3-hydroxy-5-methyltetrahydrofuran-2-yl)-6-hydroxy-9H-purin-2-yl)isobutyramide C(C1=CC=CC=C1)O[C@H]1[C@H]([C@@H](O[C@]1(C)COCC1=CC=CC=C1)N1C2=NC(=NC(=C2N=C1)O)NC(C(C)C)=O)O